N1N=CC=2C=CC(NC12)=O 7-azaindazol-6(7H)-one